C1(=CC=CC=C1)C1=C2C(=C(C(=C(C2=C(C=2C(=C(C(=C(C12)[2H])[2H])[2H])[2H])[2H])[2H])[2H])[2H])C1=C(C(=CC=2C3=CC=CC=C3CC12)C)C phenyl(dimethylfluorenyl)anthracene-d8